phenyltris(3-methyl-1-butyn-3-oxy)silane C1(=CC=CC=C1)[Si](OC(C#C)(C)C)(OC(C#C)(C)C)OC(C#C)(C)C